N-[3-(6-chloro-1,3-benzoxazol-2-yl)-1-bicyclo[1.1.1]pentanyl]-5-methylsulfonyl-furan-2-carboxamide ClC1=CC2=C(N=C(O2)C23CC(C2)(C3)NC(=O)C=3OC(=CC3)S(=O)(=O)C)C=C1